quinolin-3-amine hydrochloride Cl.N1=CC(=CC2=CC=CC=C12)N